2-[7-bromo-2-(4-methoxyphenyl)[1,2,4]triazolo[1,5-c]quinazolin-5-yl]-N-(2-methoxyethyl)-D-valinamide BrC1=CC=CC=2C=3N(C(=NC12)[C@@](N)(C(C)C)C(=O)NCCOC)N=C(N3)C3=CC=C(C=C3)OC